2-bromo-5-{[4-(trifluoromethyl)phenyl]methyl}-1,3,4-thiadiazole BrC=1SC(=NN1)CC1=CC=C(C=C1)C(F)(F)F